FC1=CC=C(C=C1)N1C(C(CC1)C(=O)O)=O (4-fluorophenyl)-2-oxo-pyrrolidine-3-carboxylic acid